Cl.CN(C1(CNC1)C)C N,N,3-trimethylazetidin-3-amine hydrogen chloride